BrC=1C=C(C=C2C(N(C(=NC12)C1=CN=CN1C)C)=O)C 8-bromo-3,6-dimethyl-2-(1-methyl-1H-imidazol-5-yl)quinazolin-4(3H)-one